S(=O)(=O)(O)O.CN(C(S)=N)CC1=C(N=C(C(=C1Br)F)Cl)Cl methyl-(4-bromo-2,6-dichloro-5-fluoronicotinyl)isothiourea sulfate